N1N=CC2=CC(=CC=C12)[C@H]1N(C[C@@H](CC1)C)C(C(=O)NC=1C=C(C=NC1)C(=O)N)=O 5-[[2-[(2S,5R)-2-(1H-Indazol-5-yl)-5-methyl-1-piperidyl]-2-oxo-acetyl]amino]pyridine-3-carboxamide